2,4,6-triphenyl-2,4,6-trimethyl-cyclotrisiloxane C1(=CC=CC=C1)[Si]1(O[Si](O[Si](O1)(C)C1=CC=CC=C1)(C)C1=CC=CC=C1)C